Methyl 6-((4-((tert-butoxycarbonyl)amino)phenyl)(16-((6-(methoxycarbonyl)pyridin-2-yl)methyl)-1,4,10,13-tetraoxa-7,16-diazacyclooctadecan-7-yl)methyl)picolinate C(C)(C)(C)OC(=O)NC1=CC=C(C=C1)C(C1=CC=CC(=N1)C(=O)OC)N1CCOCCOCCN(CCOCCOCC1)CC1=NC(=CC=C1)C(=O)OC